C(C1=CC=CC=C1)OC1=C(C(=CC=C1)C(F)(F)F)Br 1-(benzyloxy)-2-bromo-3-(trifluoromethyl)benzene